BrC1=CC=C(O1)C1=NC=C2N1CCN(C2)C(=O)C=2C=C(CC1=NNC(C3=CC=CC=C13)=O)C=CC2F 4-(3-(3-(5-bromofuran-2-yl)-5,6,7,8-tetrahydroimidazo[1,5-a]pyrazine-7-carbonyl)-4-fluorobenzyl)phthalazin-1(2H)-one